COC(=O)C=1C=C2C(=C(N(C2=CC1)C/C(=C/CNC(=O)OC(C)(C)C)/F)C)CC1=CC=C(C=C1)S(N(C)C)(=O)=O (Z)-1-(4-((tert-butoxycarbonyl)amino)-2-fluorobut-2-en-1-yl)-3-(4-(N,N-dimethylsulfamoyl)benzyl)-2-methyl-1H-indole-5-carboxylic acid methyl ester